(2S,5R)-6-(benzyloxy)-7-oxo-N-((5-(trifluoromethyl)pyridin-2-yl)sulfonyl)-1,6-diazabicyclo[3.2.1]octane-2-carboximidamide C(C1=CC=CC=C1)ON1[C@@H]2CC[C@H](N(C1=O)C2)C(NS(=O)(=O)C2=NC=C(C=C2)C(F)(F)F)=N